(4-((5-carbamoyl-2-isopropyl-1H-benzo[d]imidazol-1-yl)methyl)phenyl)boronic acid C(N)(=O)C1=CC2=C(N(C(=N2)C(C)C)CC2=CC=C(C=C2)B(O)O)C=C1